3-(difluoromethyl)-1-methylpyrazole-4-carbonyl chloride FC(C1=NN(C=C1C(=O)Cl)C)F